FC(C=1C=CC(=NC1)C(C)N1C[C@@H](N(C[C@H]1CC)C=1C=2C(N(C(C1)=O)C)=CN(N2)CC#N)CC)F (7-((2S,5R)-4-(1-(5-(difluoromethyl)pyridin-2-yl)ethyl)-2,5-diethylpiperazin-1-yl)-4-methyl-5-oxo-4,5-dihydro-2H-pyrazolo[4,3-b]pyridin-2-yl)acetonitrile